C1(=CC=CC2=CC=CC=C12)C=1C(=C(C=CC1N)C1=CC=C(C=C1)N)C1=CC=CC2=CC=CC=C12 bis(1-naphthyl)-1,1'-biphenyl-4,4'-diamine